NC=1N=C(SC1C(C1=CC=CC=C1)=O)N(C1=CC=C(C=C1)Br)C(C(=O)N)C (N-(4-amino-5-benzoyl-thiazol-2-yl)-4-bromo-anilino)propanamide